NC1C(CN(CC1)C(=O)C=1NC2=CC=C(C(=C2C1Cl)Cl)F)(F)F (4-amino-3,3-difluoropiperidin-1-yl)(3,4-dichloro-5-fluoro-1H-indol-2-yl)methanone